CNCCCC(=O)N 4-(methylamino)butanamide